NC=1N=CC2=C(N1)CC[C@H]2NC([C@H](C)NC(=O)[C@@H]2NC[C@H](C2)CC2=CC=C(C=C2)F)=O (2R,4S)-N-((S)-1-(((R)-2-amino-6,7-dihydro-5H-cyclopenta[d]pyrimidin-5-yl)amino)-1-oxopropan-2-yl)-4-(4-fluorobenzyl)pyrrolidine-2-carboxamide